COC=1C=C(C=CC1)NC(=S)NC1=CC=C(C=C1)[N+](=O)[O-] N-(3-methoxyphenyl)-N'-(4-nitrophenyl)thiourea